(2R,4R)-1-(3-chloro-2-fluorobenzyl)-4-((4-chloro-5-methyl-6-((5-methyl-1H-pyrazol-3-yl)amino)-pyridin-2-yl)methyl)-2-methyl-piperidine-4-carboxylic acid ClC=1C(=C(CN2[C@@H](C[C@@](CC2)(C(=O)O)CC2=NC(=C(C(=C2)Cl)C)NC2=NNC(=C2)C)C)C=CC1)F